COC1=C(CN(S(=O)(=O)C2=C(C=C(C=C2F)N2C[C@](CCC2)(CCC2=CC(=CC=C2)C(F)(F)F)N(C)C)F)C2=NOC=C2)C=CC(=C1)OC (R)-N-(2,4-dimethoxybenzyl)-4-(3-(dimethylamino)-3-(3-(trifluoromethyl)phenethyl)piperidin-1-yl)-2,6-difluoro-N-(isoxazol-3-yl)benzenesulfonamide